P(O)(O)=O.CO.CO dimethanol phosphonate